4-{2-[(2R)-2-(2-isopropoxyphenyl)-4-methylpiperazin-1-yl]-7-azaspiro[3.5]nonan-7-yl}-N-[3-nitro-4-({[(1r,4r)-4-hydroxy-4-methylcyclohexyl]methyl}amino)benzenesulfonyl]benzamide C(C)(C)OC1=C(C=CC=C1)[C@H]1N(CCN(C1)C)C1CC2(C1)CCN(CC2)C2=CC=C(C(=O)NS(=O)(=O)C1=CC(=C(C=C1)NCC1CCC(CC1)(C)O)[N+](=O)[O-])C=C2